N-(2,2-difluoroethyl)-3-((S)-2-hydroxy-3-((R)-8-(1-methyl-2,3-dihydro-1H-pyrido[2,3-b][1,4]oxazin-7-ylsulfonyl)-1-oxa-8-azaspiro[4.5]decan-3-ylamino)propoxy)benzenesulfonamide FC(CNS(=O)(=O)C1=CC(=CC=C1)OC[C@H](CN[C@H]1COC2(C1)CCN(CC2)S(=O)(=O)C2=CC1=C(OCCN1C)N=C2)O)F